C(CCCCCCC\C=C/CCCCCCCCCC)(=O)O.[Ce].[Ce] cerium cerium gadoleic acid